FC(=C(C(C(C(C(F)(F)F)(F)F)(F)F)(F)F)F)OC=1C=C(C=C(C(=O)O)C1)C(=O)O 5-(perfluorohexenoxy)isophthalic acid